CN(C1=CC=C(C=C1)CN1N=C(C=C1C1=CC(=CC=C1)OCC(C)C)CO)C (1-[[4-(Dimethylamino)phenyl]methyl]-5-[3-(2-methyl-propoxy)phenyl]-1H-pyrazol-3-yl)methanol